Cl.Cl.ClC=1C(=NC=CC1N)N 3-chloropyridine-2,4-diamine dihydrochloride